CC1(CCOCC1)NC1=NC=C2N=C(N(C2=N1)C1CCC(CC1)C#N)NC1=CC=C(C=C1)C(F)(F)F (1S,4S)-4-(2-((4-methyltetrahydro-2H-pyran-4-yl)amino)-8-((4-(trifluoromethyl)phenyl)amino)-9H-purin-9-yl)cyclohexane-1-carbonitrile